C(#N)C1=CC=C(C(=N1)C(=O)O)N[C@H](C)C=1C=C(C=C2C(C(=C(OC12)C1=CC=CC=C1)C)=O)C 6-Cyano-3-[[(1R)-1-(3,6-dimethyl-4-oxo-2-phenyl-chromen-8-yl)ethyl]amino]pyridine-2-carboxylic acid